CN[C@@H]([C@@H](C)CC)C(=O)O (N-methyl)isoleucine